CN1N=C(C=C1)Br 1-Methyl-3-bromopyrazole